3-{[(2,2,5,5-tetramethyl-1,3-dioxan-4-yl)carbonyl]amino}propyl 4-(2,4-dihydroxyphenyl)pentanoate OC1=C(C=CC(=C1)O)C(CCC(=O)OCCCNC(=O)C1OC(OCC1(C)C)(C)C)C